(S)-2-((4-(6-((6-amino-2-(difluoromethyl)pyrimidin-4-yl)amino)-4-methoxypyridin-3-yl)-1H-pyrazol-1-yl)methyl)azetidine-1-carboxylic acid tert-butyl ester C(C)(C)(C)OC(=O)N1[C@@H](CC1)CN1N=CC(=C1)C=1C=NC(=CC1OC)NC1=NC(=NC(=C1)N)C(F)F